NC1=C(C=2C(=NC(=C(C2)COC2CCC2)C)N1C1=C(C(=CC=C1C)OCC1=CC=C(C=C1)OC)C)C#N 2-Amino-5-(cyclobutoxymethyl)-1-(3-((4-methoxybenzyl)oxy)-2,6-dimethylphenyl)-6-methyl-1H-pyrrolo[2,3-b]pyridine-3-carbonitrile